C(C)N(CCOCCN(CC)CC)CC mono[2-(diethylamino)ethyl] ether